ClC1=CNC2=NC=CC(=C21)C=2C(=NN(C2)C)C2=NC=C(C=C2)F 3-chloro-4-[3-(5-fluoro-2-pyridinyl)-1-methyl-pyrazol-4-yl]-1H-pyrrolo[2,3-b]pyridine